CC[N-]CC methyl-ethyl-methyl-amide